5-acetamido-4-hydroxy-2-(hydroxymethyl)oxan C(C)(=O)NC1C(CC(OC1)CO)O